O1CCN(CC1)CCOC1=CC(=C(NC2=CC=C(C(=N2)OC2=CC=CC=C2)C(C)=O)C=C1)[N+](=O)[O-] 1-[6-[4-(2-morpholinoethoxy)-2-nitro-anilino]-2-phenoxy-3-pyridyl]ethanone